C(C=C)OC1=NC=NC(=N1)N 4-allyloxy-6-amino-1,3,5-triazine